NC1=C(C=C(N=N1)C1=C(C=CC=C1)O)N1CC2CCC(C1)N2C2=NC=NC(=C2)Cl 2-(6-amino-5-(8-(6-chloropyrimidin-4-yl)-3,8-diazabicyclo[3.2.1]oct-3-yl)pyridazin-3-yl)phenol